N1C=CC2=CC=C(C=C12)NC=1C(C(C1NCC1=NC=CC=C1)=O)=O 3-((1H-indol-6-yl)amino)-4-((pyridin-2-ylmethyl)amino)cyclobut-3-ene-1,2-dione